OC[C@@H]1[C@H](C[C@H](CC1)NC(OC(C)(C)C)=O)OC tert-Butyl [(1S,3S,4R)-4-(hydroxymethyl)-3-methoxycyclohexyl]carbamate